COC=1C=CC(=C(C1)O)C=1N=NC(=C2C1C(=NC=C2)C)N[C@H]2CN(CCC2)C (R)-5-methoxy-2-(5-methyl-1-((1-methylpiperidin-3-yl)amino)pyrido[3,4-d]pyridazin-4-yl)phenol